6-[(2R,6S)-2-(1-cyclopropylpyrazol-4-yl)-6-methyl-morpholin-4-yl]-8-(2,4-difluorophenyl)-2,3-dimethyl-pyrimido[5,4-d]pyrimidin-4-one C1(CC1)N1N=CC(=C1)[C@@H]1CN(C[C@@H](O1)C)C=1N=C(C=2N=C(N(C(C2N1)=O)C)C)C1=C(C=C(C=C1)F)F